1-(2-cyclobutylideneethyl)-N-((1S)-2-((6-(3,5-dimethyl-1H-pyrazol-4-yl)-5-fluoropyridin-3-yl)amino)-1-(4-methylcyclohexyl)-2-oxoethyl)-1H-pyrazole-5-carboxamide C1(CCC1)=CCN1N=CC=C1C(=O)N[C@H](C(=O)NC=1C=NC(=C(C1)F)C=1C(=NNC1C)C)C1CCC(CC1)C